Fluorooctanediol FC(CCCCCCC)(O)O